COC(=O)C1=C(C=NC=C1)/C=C/C1=CC=C(OCCCN2CCN(CC2)C(=O)OC(C)(C)C)C=C1 tert-butyl (E)-4-(3-(4-(2-(4-(methoxycarbonyl)pyridin-3-yl)vinyl)phenoxy)propyl)piperazine-1-carboxylate